C(C)(=O)C1=C(C2=C(N=CN=C2)N(C1=O)C1CCCC1)C 6-acetyl-8-cyclopentyl-5-methylpyrido[2,3-d]pyrimidin-7(8H)-one